FC=1C=C(C=CC1N1CCN(CC1)C1=NC=CC=N1)CN (3-fluoro-4-(4-(pyrimidin-2-yl)piperazin-1-yl)phenyl)methanamine